ClC1=CC2=C(N=C(C3=C(C2)C=CC=C3)C3=CC=CC=C3)C=C1 2-Chloro-6-phenyl-11H-dibenzo[b,e]azepine